C(C)(C)OCCNC1=NN2C(C=N1)=C(C=C2)C2=CC=C1C(=N2)N(C(=N1)C)CCOC N-(2-isopropoxyethyl)-5-(3-(2-methoxyethyl)-2-methyl-3H-imidazo[4,5-b]pyridin-5-yl)pyrrolo[2,1-f][1,2,4]triazin-2-amine